N-[1-(cyclobutylmethyl)-1H-pyrazol-4-yl]-6-(1-methyl-1H-pyrrol-3-yl)pyridine-2-carboxamide C1(CCC1)CN1N=CC(=C1)NC(=O)C1=NC(=CC=C1)C1=CN(C=C1)C